6-(3-cyclopropylphenoxy)-2-methyl-furo[3,2-b]pyridine-7-carboxylic acid C1(CC1)C=1C=C(OC=2C(=C3C(=NC2)C=C(O3)C)C(=O)O)C=CC1